(R or S)-5-(2-(3-(ethoxymethyl)-3-(2-(5-fluorobenzo[b]thiophen-2-yl)ethyl)pyrrolidin-1-yl)propan-2-yl)-2-methylpyridine citrate C(CC(O)(C(=O)O)CC(=O)O)(=O)O.C(C)OC[C@]1(CN(CC1)C(C)(C)C=1C=CC(=NC1)C)CCC1=CC2=C(S1)C=CC(=C2)F |o1:17|